3-butyl-8-methoxy-2-(4-methoxybenzyl)-3-methyl-7-(methylthio)-5-phenyl-2,3,4,5-tetrahydro-1,2,5-benzothiadiazepine 1,1-dioxide C(CCC)C1(N(S(C2=C(N(C1)C1=CC=CC=C1)C=C(C(=C2)OC)SC)(=O)=O)CC2=CC=C(C=C2)OC)C